CC1(C=CC(C1C)=C)CCOC(CC)=O.ClCC(C[Si](OC)(OC)OC)=C 2-(Chloromethyl)Prop-2-enyl-trimethoxysilane 2-(1,5-dimethyl-4-methylenecyclopent-2-en-1-yl)ethyl-propionate